S1(NCCNC1)(=O)=O 1,2,5-thiadiazinane 1,1-dioxide